C1(=CC=CC=C1)N1N=NC(=C1)N1CCC2=C1N=C(N=C2OC=2C=NC=CC2)N2CCOCC2 4-(7-(1-phenyl-1H-1,2,3-triazol-4-yl)-4-(pyridin-3-yloxy)-6,7-dihydro-5H-pyrrolo[2,3-d]pyrimidin-2-yl)morpholine